N-[[(2R,3S,4R,5R)-5-(2-amino-6-oxo-1H-purin-9-yl)-3,4-dihydroxy-tetrahydrofuran-2-yl]methyl]-2-methyl-propionamide NC=1NC(C=2N=CN(C2N1)[C@H]1[C@@H]([C@@H]([C@H](O1)CNC(C(C)C)=O)O)O)=O